[S]-(2-((tert-butyldimethylsilyloxy)diphenylmethyl)pyrrolidin-1-yl)(1-methyl-1H-imidazol-2-yl)methanone [Si](C)(C)(C(C)(C)C)OC([C@H]1N(CCC1)C(=O)C=1N(C=CN1)C)(C1=CC=CC=C1)C1=CC=CC=C1